2-bromo-5-(4-ethylphenoxy)pyrazine BrC1=NC=C(N=C1)OC1=CC=C(C=C1)CC